[7-(dimethylamino)phenothiazin-3-ylidene]-dimethylazanium CN(C=1C=C2SC3=CC(C=CC3=NC2=CC1)=[N+](C)C)C